methyl 2-(3-((2,2,7-trifluoro-3-oxo-6-(perfluorophenyl)-2,3-dihydro-4H-benzo[b][1,4]oxazin-4-yl)methyl)cyclobutyl)acetate FC1(C(N(C2=C(O1)C=C(C(=C2)C2=C(C(=C(C(=C2F)F)F)F)F)F)CC2CC(C2)CC(=O)OC)=O)F